8-((1r,4r)-4-methylcyclohexyl)-2-((4-(4-methylpiperazin-1-yl)phenyl)amino)-7-oxo-7,8-dihydropyrido[2,3-d]pyrimidine-6-carbonitrile CC1CCC(CC1)N1C(C(=CC2=C1N=C(N=C2)NC2=CC=C(C=C2)N2CCN(CC2)C)C#N)=O